N-(2-(1-(2-Aminoethyl)pyrrolidin-3-yl)ethyl)-N-(3-chloro-4-(trifluoromethoxy)benzyl)-2,2,2-trifluoroacetamide NCCN1CC(CC1)CCN(C(C(F)(F)F)=O)CC1=CC(=C(C=C1)OC(F)(F)F)Cl